3-(3-Nitrophenoxy)propanal ethyl-2,3-dihydro-1H-indene-2-carboxylate C(C)OC(=O)C1CC2=CC=CC=C2C1.[N+](=O)([O-])C=1C=C(OCCC=O)C=CC1